FC=1C=CC2=C(N=C(O2)[C@H]2N(CCC3=C2N=CN3)C(=O)C3=C(N=C(O3)C3=CN=CN3C)C(F)(F)F)C1 (S)-(4-(5-fluorobenzo[d]oxazol-2-yl)-6,7-dihydro-1H-imidazo[4,5-c]pyridin-5(4H)-yl)(2-(1-methyl-1H-imidazol-5-yl)-4-(trifluoromethyl)oxazol-5-yl)methanone